CC[C@H](C)[C@H](C(=O)O)N The molecule is an alloisoleucine and a D-alpha-amino acid. It is an enantiomer of a L-alloisoleucine. It is a tautomer of a D-alloisoleucine zwitterion.